tert-butyl (3aR,8aS)-6-acetyl-decahydropyrrolo[3,4-d]azepine-2-carboxylate C(C)(=O)N1CC[C@H]2[C@@H](CC1)CN(C2)C(=O)OC(C)(C)C